(E)-10-Octadecenoic acid C(CCCCCCCC\C=C\CCCCCCC)(=O)O